C1(CC1)C1=CC=C(C=N1)C1=C2C(=NN(C1=O)C1=CC3=CN(N=C3C=C1)C)C(=CN2CC(C)C)C#N 4-(6-cyclopropylpyridin-3-yl)-5-isobutyl-2-(2-methyl-2H-indazol-5-yl)-3-oxo-3,5-dihydro-2H-pyrrolo[3,2-c]pyridazine-7-carbonitrile